(3R)-4-[5-chloro-4-(1-methyl-1H-pyrazol-5-yl)-7-(1H-pyrazol-5-yl)imidazo[1,5-b]pyridazin-2-yl]-3-methylmorpholine ClC=1N=C(N2N=C(C=C(C21)C2=CC=NN2C)N2[C@@H](COCC2)C)C2=CC=NN2